(S)-3-methylcyclohexan-1-one C[C@@H]1CC(CCC1)=O